methyl 2-(5-methylpyridin-2-yl)-5-nitrobenzoate CC=1C=CC(=NC1)C1=C(C(=O)OC)C=C(C=C1)[N+](=O)[O-]